trimethyl(phenyl)tin C[Sn](C1=CC=CC=C1)(C)C